di(isopropyl phenyl) peroxide C(C)(C)C1=C(C=CC=C1)OOC1=C(C=CC=C1)C(C)C